2-(2,6-dioxopiperidin-3-yl)-5-((6-(4-(7-(1-methylpiperidin-4-yl)quinoxalin-2-yl)-1H-pyrazol-1-yl)hexyl)amino)isoindoline-1,3-dione O=C1NC(CCC1N1C(C2=CC=C(C=C2C1=O)NCCCCCCN1N=CC(=C1)C1=NC2=CC(=CC=C2N=C1)C1CCN(CC1)C)=O)=O